rel-(R)-1-((5-fluoropyridin-2-yl)methyl)-3-(4-(5,6,7,8-tetrahydroimidazo[1,5-a]pyridin-5-yl)phenyl)urea FC=1C=CC(=NC1)CNC(=O)NC1=CC=C(C=C1)[C@H]1CCCC=2N1C=NC2 |o1:18|